Cl.O=C1NC(CCC1NC=1C=C(C(=NC1)C1CCN(CC1)CC(=O)O)F)=O 2-[4-[5-[(2,6-dioxo-3-piperidyl)amino]-3-fluoro-2-pyridyl]-1-piperidyl]acetic acid hydrochloride